2'-amino-N-(5-chloro-6-(2H-1,2,3-triazol-2-yl)pyridin-3-yl)-4',5-difluoro-2-isopropyl-[1,1'-biphenyl]-4-carboxamide NC1=C(C=CC(=C1)F)C1=C(C=C(C(=C1)F)C(=O)NC=1C=NC(=C(C1)Cl)N1N=CC=N1)C(C)C